4-[(3S)-3-amino-3-methylpyrrolidin-1-yl]-6-cyano-5-(3,5-difluorophenyl)-N-(2,2-dimethyloxan-4-yl)pyridine-3-carboxamide N[C@@]1(CN(CC1)C1=C(C=NC(=C1C1=CC(=CC(=C1)F)F)C#N)C(=O)NC1CC(OCC1)(C)C)C